3-bromo-5-((3,5-dichlorophenylimino)-methyl)phenyl isobutyrate C(C(C)C)(=O)OC1=CC(=CC(=C1)C=NC1=CC(=CC(=C1)Cl)Cl)Br